NC1=NC=CC=C1C1=NC=2C(=NC(=CC2)C2=CC=CC=C2)N1C1=CC=C(C=C1)C1CCN(CC1)CC1CCC(CC1)C1=NSC(N1)=O 3-[4-[[4-[4-[2-(2-amino-3-pyridyl)-5-phenyl-imidazo[4,5-b]pyridin-3-yl]phenyl]-1-piperidyl]methyl]cyclohexyl]-4H-1,2,4-thiadiazol-5-one